Methyltriamyloxysilane C[Si](OCCCCC)(OCCCCC)OCCCCC